1,3,5-trifluoro-2,4,6-trinitrobenzene FC1=C(C(=C(C(=C1[N+](=O)[O-])F)[N+](=O)[O-])F)[N+](=O)[O-]